OC(CC=O)(C1=CC=C(C=C1)C)C1=CC=C(C=C1)C 3-hydroxy-3,3-bis(4-methylphenyl)propanal